C1(CCCC1)NC=1SC(=C(N1)C)C1=NC(=NC=C1)NC1=CC=C(C=C1)C1CCNCC1 N-cyclopentyl-4-methyl-5-(2-((4-(piperidin-4-yl)phenyl)amino)pyrimidin-4-yl)thiazol-2-amine